OP(O)OP(O)O.C(C)(C)(C)C1=C(C=CC(=C1)C(C)(C)C)C1=C(C=CC=C1)C(O)(C(CO)(CO)CO)C1=C(C=CC=C1)C1=C(C=C(C=C1)C(C)(C)C)C(C)(C)C bis(2,4-di-tert-butyl-Phenylphenyl)pentaerythritol diphosphite